[2-(4,4-dimethyl-5H-oxazol-2-yl)-5-methoxy-phenyl]-2-methyl-propan-1-ol CC1(N=C(OC1)C1=C(C=C(C=C1)OC)C(C(C)C)O)C